5-((4,6-Difluoro-1-tosyl-1H-indol-5-yl)oxy)-2-fluoro-N-(prop-2-yn-1-yl)benzimidamide FC1=C2C=CN(C2=CC(=C1OC=1C=CC(=C(C(NCC#C)=N)C1)F)F)S(=O)(=O)C1=CC=C(C)C=C1